Methyl 7-chloro-1-((2,6-dihydroxy-5-nitropyrimidin-4-yl)methyl)-1,2,3,4-tetrahydronaphthalene-1-carboxylate ClC1=CC=C2CCCC(C2=C1)(C(=O)OC)CC1=NC(=NC(=C1[N+](=O)[O-])O)O